N-(3-(N-(3-(2,6-dioxopiperidin-3-yl)phenyl)sulfamoyl)phenyl)-4-hexylbenzamide O=C1NC(CCC1C=1C=C(C=CC1)NS(=O)(=O)C=1C=C(C=CC1)NC(C1=CC=C(C=C1)CCCCCC)=O)=O